2-(7-(3-cyano-5-hydroxyphenyl)-4-oxofuro[2,3-d]pyridazin-5(4H)-yl)-N-(2,2-difluorobenzo[d][1,3]dioxol-5-yl)-N-ethylacetamide C(#N)C=1C=C(C=C(C1)O)C1=NN(C(C2=C1OC=C2)=O)CC(=O)N(CC)C2=CC1=C(OC(O1)(F)F)C=C2